2-pyrimidinone N1C(N=CC=C1)=O